benzo[4,5]silolo[2,3-c]pyridine C1=NC=CC2=C1[SiH2]C1=C2C=CC=C1